3-(5-(aminomethyl)thiophen-2-yl)-2-(thiophen-2-yl)acrylonitrile NCC1=CC=C(S1)C=C(C#N)C=1SC=CC1